4-(4-(hydroxymethyl)-1H-pyrazol-1-yl)-2-(6-(methyl(2,2,6,6-tetramethylpiperidin-4-yl)amino)pyridazin-3-yl)phenol OCC=1C=NN(C1)C1=CC(=C(C=C1)O)C=1N=NC(=CC1)N(C1CC(NC(C1)(C)C)(C)C)C